6-[5,6-difluoro-1-(oxan-2-yl)indazol-3-yl]-4,4-dimethyl-1-(4-methylbenzene-sulfonyl)-2,3-dihydro-1,7-naphthyridine FC=1C=C2C(=NN(C2=CC1F)C1OCCCC1)C=1C=C2C(CCN(C2=CN1)S(=O)(=O)C1=CC=C(C=C1)C)(C)C